N-cyclopropyl-1-(4-{3-[(1r,3R,5S,7r)-3,5-dimethyladamantan-1-yl]ureido}benzoyl)piperidine-4-carboxamide C1(CC1)NC(=O)C1CCN(CC1)C(C1=CC=C(C=C1)NC(=O)NC12C[C@]3(C[C@](CC(C1)C3)(C2)C)C)=O